COCC(=O)NC1=NC=CC(=C1)OC1=CC=C(C=C1)NC(=O)NC=1N(N=C(C1)C1(COC1)C)C1=CC=C(C=C1)C 2-Methoxy-N-[4-(4-{3-[5-(3-methyl-oxetan-3-yl)-2-p-tolyl-2H-pyrazol-3-yl]-ureido}-phenoxy)-pyridin-2-yl]-acetamide